(phenyl)[di(phenyl)triazinylphenyl]Dibenzoselenophene C1(=CC=CC=C1)C1=C(C2=C([Se]C3=C2C=CC=C3)C=C1)C1=C(C(=C(C=C1)C1=CC=CC=C1)C1=CC=CC=C1)C1=NN=NC=C1